(1S,2S,3R,4R)-3-((5-(pyridin-4-yl)-2-((3-(pyrrolidine-1-carbonyl)phenyl)amino)pyrimidin-4-yl)amino)bicyclo[2.2.1]hept-5-ene-2-carboxamide N1=CC=C(C=C1)C=1C(=NC(=NC1)NC1=CC(=CC=C1)C(=O)N1CCCC1)N[C@H]1[C@H]([C@@H]2C=C[C@H]1C2)C(=O)N